FC=1C(=C(C=CC1)C1CCN(CC1)C(=O)C1=NNC=2CN(CCC21)C(C)=O)C(F)(F)F 1-(3-(4-(3-fluoro-2-(trifluoromethyl)phenyl)piperidine-1-carbonyl)-1,4,5,7-tetrahydro-6H-pyrazolo[3,4-c]pyridin-6-yl)ethan-1-one